C(CCCCC)C1(CCC1)C=1C=C(C=2[C@H]3[C@H](C(OC2C1)(C)C)CC=C(C3)C)O (6Ar,10aR)-3-(1-hexylcyclobutyl)-6,6,9-trimethyl-6a,7,10,10a-tetrahydrobenzo[c]chromen-1-ol